(R)-2-((S)-2-amino-N-phenylmethylbutanoylamino)butanoic acid methyl ester COC([C@@H](CC)NC([C@@](CC)(N)CC1=CC=CC=C1)=O)=O